5-({[(2R,3R,11bR)-3-(2,2-dimethylpropyl)-2-hydroxy-10-methoxy-1H,2H,3H,4H,6H,7H,11bH-pyrido[2,1-a]isoquinolin-9-yl]oxy}methyl)furan-2-carbonitrile CC(C[C@H]1[C@@H](C[C@H]2N(CCC3=CC(=C(C=C23)OC)OCC2=CC=C(O2)C#N)C1)O)(C)C